C(C)(=O)OCCC(CCCCCCCCCCCCC)O 3-hydroxy-hexadecanyl acetate